CC1CCN(CC1)CCOC1=CC=C2CCC3(C2=C1)CCC(CC3)C(=O)O 6'-[2-(4-methylpiperidin-1-yl)ethoxy]-2',3'-dihydrospiro[cyclohexane-1,1'-indene]-4-carboxylic acid